5-ethoxy-2-ethoxycarbonyl-oxazole C(C)OC1=CN=C(O1)C(=O)OCC